N-((6-((4-fluorophenyl)amino)-2-morpholinopyrimidin-4-yl)methyl)picolinamide FC1=CC=C(C=C1)NC1=CC(=NC(=N1)N1CCOCC1)CNC(C1=NC=CC=C1)=O